(N-(3-((5-((3S,4S)-4-amino-3-methyl-2-oxa-8-azaspiro[4.5]decan-8-yl)pyrazin-2-yl)thio)-2-chlorophenyl)sulfamoyl)pyrrolidine-1-carboxamide N[C@@H]1[C@@H](OCC12CCN(CC2)C=2N=CC(=NC2)SC=2C(=C(C=CC2)NS(=O)(=O)C2N(CCC2)C(=O)N)Cl)C